OC(=CC(O)(C)CCC=C(C)C)C\C=C(/C)\CCC=C(C)C hydroxyl-geranyl-linalool